2-((5-butyl-4-(4-chlorophenyl)oxazol-2-yl)methyl)acrylic acid C(CCC)C1=C(N=C(O1)CC(C(=O)O)=C)C1=CC=C(C=C1)Cl